2,5-di(pyridine-4-yl)pyridine Ethyl-3-[4-({7-[1-(1-ethoxyethyl)pyrazol-4-yl]-8-isopropoxy-[1,2,4]triazolo[1,5-c]pyrimidin-2-yl}amino)-3-fluorobenzenesulfonyl]benzoate C(C)OC(C1=CC(=CC=C1)S(=O)(=O)C1=CC(=C(C=C1)NC1=NN2C=NC(=C(C2=N1)OC(C)C)C=1C=NN(C1)C(C)OCC)F)=O.N1=CC=C(C=C1)C1=NC=C(C=C1)C1=CC=NC=C1